3-(2-chlorophenyl)-6-nitro-2-(pyrrolidin-2-yl)quinazolin-4(3H)-one ClC1=C(C=CC=C1)N1C(=NC2=CC=C(C=C2C1=O)[N+](=O)[O-])C1NCCC1